(2S,5S)-hydroxypiperidineformic acid O[C@@H]1N(CCCC1)C(=O)O